N1(N=C(C(=C1)[2H])[2H])[2H] (2H3)-1H-pyrazol